(R)-4-(2-hydroxy-propan-2-yl)-N'-((1',5',6',7'-tetrahydro-2'H-spiro[cyclopropane-1,3'-dicyclopenta[b,e]pyridin]-8'-yl)carbamoyl)thiophene-2-sulfonimidamide OC(C)(C)C=1C=C(SC1)[S@@](=O)(N)=NC(NC1=C2C(=NC3=C1CCC3)C3(CC2)CC3)=O